C1(CCCCCC1)C=1N=C(C2=C(C=NNC2=O)N1)NC1=CC=C(C=C1)N1CCC(CC1)CC(=O)O 2-(1-(4-((2-cycloheptyl-5-oxo-5,6-dihydropyrimido[4,5-d]pyridazin-4-yl)amino)phenyl)piperidin-4-yl)acetic acid